Bromobutan BrCCCC